NC1=C(C=C(C=N1)C=1N=C(N(C1)C12CC(C1)C2)[C@H](C)O)C(F)(F)F (S)-1-(4-(6-amino-5-(trifluoromethyl)-pyridin-3-yl)-1-(bicyclo[1.1.1]pentan-1-yl)-1H-imidazol-2-yl)ethan-1-ol